IC1=CNC2=NC=C(C=C21)C2=CC=C1CCN(CC1=C2)C 7-(3-iodo-1H-pyrrolo[2,3-b]pyridin-5-yl)-2-methyl-1,2,3,4-tetrahydroisoquinoline